oxazolidinobenzodiazepine N1N=CC=CC2=C1C1=C(C=C2)NCO1